CC(C(=O)O)=C Methylprop-2-enoic acid